2-[5-chloro-4-(2,2-difluoro-1,1-dimethyl-ethyl)-2-methyl-phenyl]-4,4,5,5-tetramethyl-1,3,2-dioxaborolane ClC=1C(=CC(=C(C1)B1OC(C(O1)(C)C)(C)C)C)C(C(F)F)(C)C